propylpyrimidine-2,4-diamine C(CC)C=1C(=NC(=NC1)N)N